FC1=C2C(=CN=C1N1CC3(C1)CNC3)NC(=C2C(C)C)C=2C=C(C=3N(C2)N=CN3)OC 6-(4-fluoro-3-isopropyl-5-(2,6-diazaspiro[3.3]hept-2-yl)-1H-pyrrolo[2,3-c]pyridin-2-yl)-8-methoxy-[1,2,4]triazolo[1,5-a]pyridine